Acetic chloride C(C)(=O)Cl